FC1=C(C(=C(C(=C1F)F)F)F)CCCCCCCCN 2,3,4,5,6-pentafluorobenzeneoctanamine